5-tauryl-methyl-uracil S(=O)(=O)(CCN)C=1C(NC(NC1C)=O)=O